N[C@H](C)C1=CC=C(C=C1)NC1=NC=C(C(=N1)NCC=1C(=NC=CN1)N(S(=O)(=O)C)C)C(F)(F)F N-[3-({[2-({4-[(1R)-1-aminoethyl]phenyl}amino)-5-(trifluoromethyl)pyrimidin-4-yl]amino}methyl)pyrazin-2-yl]-N-methylmethane-sulfonamide